cyclohexane-1,3-dicarboxylic acid C1(CC(CCC1)C(=O)O)C(=O)O